OC=1C=CC2=C(CC=C(O2)C=CC2=CC=C(C=C2)O)C1 6-hydroxy-2-(4-hydroxystyryl)-4H-benzopyran